FC1([C@@H](CN(C1)C1=NOC(C1)C1=C(C=C(C=C1F)C)C1=C(C=C(C=C1F)F)F)NS(=O)(=O)C)F N-{(3R)-4,4-difluoro-1-[5-(2',3,4',6'-tetrafluoro-5-methyl[1,1'-biphenyl]-2-yl)-4,5-dihydro-1,2-oxazol-3-yl]pyrrolidin-3-yl}methanesulfonamide